1-((3,3-difluoro-2-oxo-2,3-dihydro-1H-pyrrolo[2,3-b]pyridin-4-yl)methyl)-5,5-dimethyl-3-(4-(1-(trifluoromethyl)cyclopropyl)phenyl)imidazolidine-2,4-dione FC1(C(NC2=NC=CC(=C21)CN2C(N(C(C2(C)C)=O)C2=CC=C(C=C2)C2(CC2)C(F)(F)F)=O)=O)F